3-acetamido-5-(3-ethylphenyl)-N-(2-(2-((2-(4-(2-fluoro-5-((4-oxo-3,4-dihydrophthalazin-1-yl)methyl)benzoyl)piperazin-1-yl)-2-oxoethyl)(methyl)amino)ethoxy)ethyl)picolinamide C(C)(=O)NC=1C(=NC=C(C1)C1=CC(=CC=C1)CC)C(=O)NCCOCCN(C)CC(=O)N1CCN(CC1)C(C1=C(C=CC(=C1)CC1=NNC(C2=CC=CC=C12)=O)F)=O